C(C)(C)(C)OC(=O)C1=C(N=C(S1)NC([C@H](CNC1=NC=CC2=CC=C(C=C12)C)O)=O)C.COC1=CC=C(C(=O)NC2=CC=CC3=CC=CC=C23)C=C1 4-methoxy-N-(naphthalen-1-yl)benzamide (S)-tert-butyl-2-(2-hydroxy-3-((7-methylisoquinolin-1-yl)amino)propionylamino)-4-methylthiazole-5-carboxylate